Methyl 4-(cyclopropylamino)-2,3-difluoro-5-nitrobenzoate C1(CC1)NC1=C(C(=C(C(=O)OC)C=C1[N+](=O)[O-])F)F